2-chloro-4-hydroxy-2'-(1-methyltriazol-4-yl)spiro[4,5-dihydrothieno[2,3-C]pyran-7,4'-piperidine]-1'-carboxylic acid tert-butyl ester C(C)(C)(C)OC(=O)N1C(CC2(CC1)OCC(C1=C2SC(=C1)Cl)O)C=1N=NN(C1)C